C(C1=CC=CC=C1)S(=O)(=O)C1CCC2(C(CCC2=O)=O)CC1 8-(Benzylsulfonyl)-1,4-dioxospiro[4.5]decane